3-(5-(((1S,2S)-2-(3-((trans)-4-methoxycyclohexyl)azetidin-1-yl)cyclopentyl)oxy)-1-oxoisoindolin-2-yl)piperidine-2,6-dione CO[C@@H]1CC[C@H](CC1)C1CN(C1)[C@@H]1[C@H](CCC1)OC=1C=C2CN(C(C2=CC1)=O)C1C(NC(CC1)=O)=O